BrCCC1OC1 bromoethyloxirane